2-((2-((3R,4S)-3-fluoro-4-methoxypiperidin-1-yl)pyridin-4-yl)amino)-4-(isopropylamino)-N-(4,4,4-trifluorobutyl)pyrimidine-5-carboxamide F[C@@H]1CN(CC[C@@H]1OC)C1=NC=CC(=C1)NC1=NC=C(C(=N1)NC(C)C)C(=O)NCCCC(F)(F)F